COC1=CC=[N+](C=C1)[O-] 4-methoxypyridine-1-oxide